3-amino-6-(1-cyclobutylpiperidin-4-yl)-4-(7-fluoro-1H-indazol-4-yl)-1H-1,10-phenanthrolin-2-one NC=1C(NC2=C3N=CC=CC3=C(C=C2C1C1=C2C=NNC2=C(C=C1)F)C1CCN(CC1)C1CCC1)=O